N-[2-[1-[2-[4-[4-[(2,6-dioxo-3-piperidyl)amino]phenyl]-1-piperidyl]acetyl]-4-piperidyl]-7-isopropoxy-imidazo[1,2-a]pyridin-6-yl]-6-(trifluoromethyl)pyridine-2-carboxamide O=C1NC(CCC1NC1=CC=C(C=C1)C1CCN(CC1)CC(=O)N1CCC(CC1)C=1N=C2N(C=C(C(=C2)OC(C)C)NC(=O)C2=NC(=CC=C2)C(F)(F)F)C1)=O